(1S,2R)-N-(5-(5-(methoxy-d3)benzo[d]oxazol-2-yl)-8-((methyl-d3)amino)-2,7-naphthyridin-3-yl)-2-methylcyclopropane-1-carboxamide C(OC=1C=CC2=C(N=C(O2)C2=C3C=C(N=CC3=C(N=C2)NC([2H])([2H])[2H])NC(=O)[C@@H]2[C@@H](C2)C)C1)([2H])([2H])[2H]